ClC1=NN2C(N=CC3=C2C(CC3C(=O)NC3=NC(=C(C(=C3)C(F)F)C3=CN=CO3)OC)(C)C)=C1 2-chloro-N-(4-(difluoromethyl)-6-methoxy-5-(oxazol-5-yl)pyridin-2-yl)-8,8-dimethyl-7,8-dihydro-6H-cyclopenta[e]pyrazolo[1,5-a]pyrimidine-6-carboxamide